N-aminosulfonyl[p-(dihydroxyboryl)phenyl]amine NS(=O)(=O)NC1=CC=C(C=C1)B(O)O